1-tetradecanoyl-2-(15Z-tetracosenoyl)-sn-glycero-3-phosphocholine CCCCCCCCCCCCCC(=O)OC[C@H](COP(=O)([O-])OCC[N+](C)(C)C)OC(=O)CCCCCCCCCCCCC/C=C\CCCCCCCC